O=C1C(=CC(=NN1)CC=1C=C(C(=O)O)C=CC1)C(F)(F)F 3-[(6-oxo-5-(trifluoromethyl)-1,6-dihydropyridazin-3-yl)methyl]benzoic acid